2-(piperidine-1-yl)ethane-1,2-dione N1(CCCCC1)C(C=O)=O